ClC=1C=C(C=CC1)C1NC([C@H]2N(C1)CCN(C2)C=2N=NC(=CC2)OCC2=C(N=NN2C2=CC=C(C=C2)C(F)F)C)=O (9aS)-3-(3-Chlorophenyl)-8-(6-((1-(4-(difluoromethyl)phenyl)-4-methyl-1H-1,2,3-triazol-5-yl)methoxy)pyridazin-3-yl)hexahydro-2H-pyrazino[1,2-a]pyrazin-1(6H)-one